sodium (oxazoxazole) O1NON=C1.[Na]